FC1([C@@H]2C[C@H](C[C@H](C1)N2)OC2=CC=C(N=N2)C2=C(C=C(C=C2)N2C=NC=C2)O)F 2-(6-(((1R,3S,5S)-6,6-difluoro-8-azabicyclo[3.2.1]octan-3-yl)oxy)pyridazin-3-yl)-5-(1H-imidazol-1-yl)phenol